N,N'-(5-amino-3-iminopyridine-2,6(1H,3H)-diylidene)bis{6,7-dimethyl-2-[3-(4-methylpiperazin-1-yl)propoxy]pyrazolo[1,5-a]pyridin-3-amine} NC1=CC(C(NC1=NC=1C(=NN2C1C=CC(=C2C)C)OCCCN2CCN(CC2)C)=NC=2C(=NN1C2C=CC(=C1C)C)OCCCN1CCN(CC1)C)=N